COC1=CC=C(C=C1)C(C)(C)C=1N=C(SC1)NC(C1=CC=C(C=C1)CN1CCNCC1)=O N-(4-(2-(4-methoxyphenyl)propan-2-yl)thiazol-2-yl)-4-(piperazin-1-ylmethyl)benzamide